C(=O)(O)C(CCCCC1=CC=C(C=C1)C(C(C(=O)O)(C)C)CCC)(C)C [4-(5-carboxy-5-methylhexyl)-phenyl]-2,2-dimethylhexanoic acid